(R)-N-(4-(4-(1-aminoethyl)-3-chlorophenyl)-5-fluoropyridin-2-yl)cyclopropanecarboxamide hydrochloride Cl.N[C@H](C)C1=C(C=C(C=C1)C1=CC(=NC=C1F)NC(=O)C1CC1)Cl